(5Z)-5-Tetradecen CCCC\C=C/CCCCCCCC